tert-butyl (4-fluoro-3-methylpyridin-2-yl)carbamate FC1=C(C(=NC=C1)NC(OC(C)(C)C)=O)C